CN(C(OC)=O)C(C(=O)N[C@@H](CC1=CC=C(C=C1)[N+](=O)[O-])C=1N=C(SC1)C=1SC=CC1)CC1=NC=CC=C1 methyl methyl(1-(((S)-2-(4-nitrophenyl)-1-(2-(thiophen-2-yl)thiazol-4-yl)ethyl)amino)-1-oxo-3-(pyridin-2-yl)propan-2-yl)carbamate